(2R,3R)-5,7-dihydroxy-2-(3,4,5-trihydroxyphenyl)chroman-3-yl 3,4,5-trihydroxybenzoate OC=1C=C(C(=O)O[C@H]2[C@H](OC3=CC(=CC(=C3C2)O)O)C2=CC(=C(C(=C2)O)O)O)C=C(C1O)O